[Si](C)(C)(C(C)(C)C)OC/C=C/C=1N=C(C(NC1)=O)N1CCN(CC1)S(=O)(=O)C (E)-5-(3-((tert-butyldimethylsilyl)oxy)prop-1-en-1-yl)-3-(4-(methylsulfonyl)piperazin-1-yl)pyrazin-2(1H)-one